2-(10-bromododecyloxy)tetrahydropyran BrC(CCCCCCCCCOC1OCCCC1)CC